CN1C(=NN=C1)C1(CCC1)C=1C=C(C=CC1)N1C(C2=C(C(=C1)C(F)(F)F)C=C(N2)CN2C[C@@H](CCC2)C(F)F)=O |r| 6-[3-[1-(4-methyl-1,2,4-triazol-3-yl)cyclobutyl]phenyl]-2-[[rac-(3R)-3-(difluoromethyl)-1-piperidinyl]methyl]-4-(trifluoromethyl)-1H-pyrrolo[2,3-c]pyridin-7-one